C(CCCCCCC\C=C/C\C=C/CCCCC)(=O)OC(C(OC(CCCCCC)CCCCCC)=O)(CCCCCCCCC)COC(=O)OC1=CC=C(C=C1)[N+](=O)[O-] 2-((((4-nitrophenoxy)carbonyl)oxy)methyl)-l-1-oxo-l-1-(tridecan-7-yloxy)undecyl (9Z,12Z)-octadeca-9,12-dienoate